C1(=CC=CC=C1)CS(=O)(=O)OC1=C(O[C@@](C1=O)([2H])C1=CC(=C(C=C1)F)F)N (S)-2-amino-5-(3,4-difluorophenyl)-4-oxo-4,5-dihydrofuran-3-yl-5-d phenylmethanesulfonate